C1(CC1)CN[C@H]1[C@@H](C1)C=1C=C(SC1)C(=O)NC=1SC(=NN1)C 4-(trans-2-((cyclopropylmethyl)amino)-cyclopropyl)-N-(5-methyl-1,3,4-thiadiazol-2-yl)thiophene-2-carboxamide